1-(2-(4-(hydroxymethyl)-4-methylpiperidin-1-yl)phenyl)-N4,N4-dimethylbenzene-1,4-disulfonamide OCC1(CCN(CC1)C1=C(C=CC=C1)C1(CC=C(C=C1)S(=O)(=O)N(C)C)S(=O)(=O)N)C